CN1C(=C(C=C1C=1C=C2CCNCC2=CC1C(=O)N1CC2=CC=CC=C2C[C@H]1C)C(=O)N(C1=CC=CC=C1)C=1C=C2C(=NC1)N(N=C2)C)C 1,2-dimethyl-5-[7-[(3R)-3-methyl-3,4-dihydro-1H-isoquinoline-2-carbonyl]-1,2,3,4-tetrahydroisoquinolin-6-yl]-N-(1-methylpyrazolo[3,4-b]pyridin-5-yl)-N-phenyl-pyrrole-3-carboxamide